C(CCCCCCCCC)[Al](CCCCCCCCCC)CCCCCCCCCC tri(n-decyl)aluminum